C(C=C)SC1=NC=NN1 5-(2-propen-1-ylthio)-1H-1,2,4-triazole